ClC=1C=CC(=C(C1)C1=NN(C=C1NC(=O)C=1C=NN2C1N=CC=C2)CC(=O)N2CC(N(CC2)C)C)OC(F)F N-[3-[5-chloro-2-(difluoromethoxy)phenyl]-1-[2-(3,4-dimethylpiperazin-1-yl)-2-oxoethyl]-1H-pyrazol-4-yl]pyrazolo[1,5-a]pyrimidine-3-carboxamide